NC1(CC1)C#CC=1C=NC=CC1C1=C(C=2C(NCCC2N1)=O)NC1=C(C(=CC=C1)Cl)OC 2-(3-((1-aminocyclopropyl)ethynyl)pyridin-4-yl)-3-((3-chloro-2-methoxyphenyl)amino)-1,5,6,7-tetrahydro-4H-pyrrolo[3,2-c]pyridin-4-one